1-(4-fluorophenyl)propane-2-amine FC1=CC=C(C=C1)CC(C)N